BrC=1C=C(C(=NC1)OC)C=1C=NN(C1)[C@H](C)C1=CC=C(C=C1)F |r| racemic-5-bromo-3-(1-(1-(4-fluorophenyl)ethyl)-1H-pyrazol-4-yl)-2-methoxypyridine